C(C1=CC=CC=C1)OC1=CC(=CC2=C1C=C(O2)C=2N=C1SC(=NN1C2)OC)Cl 6-(4-(benzyloxy)-6-chlorobenzofuran-2-yl)-2-methoxyimidazo[2,1-b][1,3,4]thiadiazole